N-[(2S)-1-({(1S)-1-cyano-2-[(3S)-2-oxopyrrolidin-3-yl]ethyl}amino)-4-methyl-1-oxopentan-2-yl]-4-hydroxy-1H-indole-2-carboxamide C(#N)[C@H](C[C@H]1C(NCC1)=O)NC([C@H](CC(C)C)NC(=O)C=1NC2=CC=CC(=C2C1)O)=O